C[C@@H]1CC[C@H]2C[C@@H](/C(=C/C=C/C=C/[C@H](C[C@H](C(=O)C([C@@H](/C(=C/[C@H](C(=O)C[C@H](OC(=O)[C@@H]3CCCCN3C(=O)C(=O)[C@@]1(O2)O)[C@H](C)C[C@@H]4CC[C@H]([C@@H](C4)OC)OP(=O)(C)C)C)/C)O)OC)C)C)/C)OC The molecule is a semisynthetic derivative that is sirolimus in which the hydroxy group attached to the cyclohexyl moiety has been converted to the corresponding dimethylphosphinate. It has a role as an antineoplastic agent and a mTOR inhibitor. It is a semisynthetic derivative, a phosphinic ester, a macrolide lactam and a cyclic acetal. It derives from a member of sirolimus.